FC1(CC(CC1)N1C=C2C(=NN(C(C2=CC1=O)=O)C)N[C@H](C)C1=C(C(=CC=C1)C(F)F)F)F 6-(3,3-difluorocyclopentyl)-4-(((R)-1-(3-(difluoromethyl)-2-fluorophenyl)ethyl)amino)-2-methylpyrido[3,4-d]pyridazine-1,7(2H,6H)-dione